(R)-3-fluoro-N'-((1,2,3,5,6,7-hexahydro-s-indacen-4-yl)carbamoyl)-5-(2-hydroxypropan-2-yl)-thiophene-2-sulfonimidamide FC1=C(SC(=C1)C(C)(C)O)[S@@](=O)(N)=NC(NC1=C2CCCC2=CC=2CCCC12)=O